NCC(C)C1=C(C#N)C=CC=C1 (1-aminoprop-2-yl)benzonitrile